C(CCCC)C1(CCCCC1)CCCCCCC(C)C Amylisononylcyclohexan